C1(CCCCC1)C#CC=1N(C(C2=CC(=CC(=C2C1)C(C)NC1=C(C(=O)O)C=CC=C1)C)=O)C 2-((1-(3-(cyclohexylethynyl)-2,7-dimethyl-1-oxo-1,2-dihydroisoquinolin-5-yl)ethyl)amino)benzoic acid